2-Methyl-1-(4-(2-((1-((1-methylpiperidin-4-yl)sulfonyl)piperidin-4-yl)amino)-5-(trifluoromethyl)pyrimidin-4-yl)-1H-pyrazol-1-yl)propan-2-ol CC(CN1N=CC(=C1)C1=NC(=NC=C1C(F)(F)F)NC1CCN(CC1)S(=O)(=O)C1CCN(CC1)C)(C)O